ClC1=C(C=CC(=C1)F)CC(=O)NC1=CC(=NC=C1)CC(=O)NC1=C(C=CC=C1)F {4-[2-(2-chloro-4-fluorophenyl)acetylamino]pyridin-2-yl}-N-(2-fluorophenyl)acetamide